CN(C1CN(C1)C(=O)O[C@@H]1CC[C@H](CC1)C(N(C[C@@H]1CC[C@H](CC1)C1=NC(=C(C=C1)OC)C)C1=NC=CC(=C1)C=1C=NN(C1)C(C)C)=O)C trans-4-((4-(1-Isopropyl-1H-pyrazol-4-yl)pyridin-2-yl)((trans-4-(5-methoxy-6-methylpyridin-2-yl)cyclohexyl)methyl)carbamoyl)cyclohexyl 3-(dimethylamino)azetidine-1-carboxylate